C(C1=CC=CC=C1)OC(CCC(=O)N1[C@@H](CCC1)C(=O)N1[C@@H](CCC1)C(=O)O)=O (S)-1-((S)-1-(4-(benzyloxy)-4-oxobutanoyl)pyrrolidine-2-carbonyl)pyrrolidine-2-carboxylic acid